C(C)(C)(C)OC(N(C1=NC(=NC=C1)Cl)C(=O)OC(C)(C)C)=O tert-butyl(tert-butoxycarbonyl)(2-chloropyrimidin-4-yl)carbamate